C(C)C1(NC(N(C(C1)=O)[C@@H]1CC(OC2=CC=C(C=C12)C(=O)NC1C(C(OC2=CC=CC=C12)(C)C)O)CC)=N)CC (4R)-4-(4,4-diethyl-2-imino-6-oxotetrahydropyrimidin-1(2H)-yl)-2-ethyl-N-(3-hydroxy-2,2-dimethylchroman-4-yl)chromane-6-carboxamide